4H-Imidazolo[1,2-a][1,4]benzodiazepine-4-propionic acid C1=CN=C2N1C1=C(C=NC2CCC(=O)O)C=CC=C1